N-hexyl-N-methacryloxy-N,N-dimethylaminoammonium bromide [Br-].C(CCCCC)[N+](NC)(NC)OC(C(=C)C)=O